NC1=NC=CC=C1C1=NC=2C(=NC(=CC2)C2=CC=CC=C2)N1C1=CC=C(CN2CCC3(CCN(C3)C3=NC(=NC=N3)C#N)CC2)C=C1 4-(8-(4-(2-(2-Aminopyridin-3-yl)-5-phenyl-3H-imidazo[4,5-b]pyridin-3-yl)benzyl)-2,8-diazaspiro[4.5]decan-2-yl)-1,3,5-triazine-2-carbonitrile